FC=1C=C2C(NN=C(C2=CC1F)[C@@H](C)N(C(=O)C1=CC=C2C=CN(C2=C1)C)C)=O |r| Racemic-N-(1-(6,7-difluoro-4-oxo-3,4-dihydrophthalazin-1-yl)ethyl)-N,1-dimethyl-1H-indole-6-carboxamide